FC(C)(F)C1=NC=C(C=C1CO)C1=CC(=C(C=C1)F)C(F)F (2-(1,1-difluoroethyl)-5-(3-(difluoromethyl)-4-fluorophenyl)pyridin-3-yl)methanol